[Cl-].C(C1CO1)[N+](CCCCCCCC)(C)C glycidyl-dimethyloctylammonium chloride